4-bromo-2-chloro-N-(2,2-difluoroethyl)aniline BrC1=CC(=C(NCC(F)F)C=C1)Cl